(4R)-4-amino-5-(3-(4-((E)-3-bromo-4-((2-methoxyethyl)amino)-4-oxobut-2-enamido)butanamido)-4-hydroxyphenyl)-2-methylpentanoic acid N[C@H](CC(C(=O)O)C)CC1=CC(=C(C=C1)O)NC(CCCNC(\C=C(/C(=O)NCCOC)\Br)=O)=O